FC1=C(C=C(C=C1)NC(=O)C1=C(N(C(=C1C)C(C(=O)NC1CCC(CC1)S(=O)(=O)C)=O)C)C1=NC=CC=C1)C N-(4-fluoro-3-methylphenyl)-1,4-dimethyl-5-(2-(((1s,4s)-4-(methylsulfonyl)cyclohexyl)amino)-2-oxoacetyl)-2-(pyridin-2-yl)-1H-pyrrole-3-carboxamide